ClC=1C(=NC=CC1C1=NC(=C(C=C1)CNC[C@H]1CCC(N1)=O)OC)C1=C(C(=CC=C1)NC1=NC=CC(=C1F)CNCCCF)Cl (R)-5-((((3'-chloro-2'-(2-chloro-3-((3-fluoro-4-(((3-fluoropropyl)amino)methyl)pyridin-2-yl)amino)phenyl)-6-methoxy-[2,4'-bipyridin]-5-yl)methyl)amino)methyl)pyrrolidin-2-one